5-(5-methyl-2-(2-oxo-2,3,4,5-tetrahydro-1H-benzo[b]azepin-8-ylamino)pyrimidin-4-ylamino)benzo[d]oxazol-2(3H)-one CC=1C(=NC(=NC1)NC=1C=CC2=C(NC(CCC2)=O)C1)NC=1C=CC2=C(NC(O2)=O)C1